(Z)-acetaldehyde oxime C(/C)=N/O